4-(3-chloro-2-fluoro-6-methoxyphenyl)-N-(5-((2-methoxyethyl)amino)-1,3,4-thiadiazol-2-yl)-6-methylnicotinamide ClC=1C(=C(C(=CC1)OC)C1=CC(=NC=C1C(=O)NC=1SC(=NN1)NCCOC)C)F